1-(4-cyclobutyl-5-(3,4-difluorophenyl)-1-methyl-1H-pyrazol-3-yl)-3-(3,3-difluorocyclobutyl)urea C1(CCC1)C=1C(=NN(C1C1=CC(=C(C=C1)F)F)C)NC(=O)NC1CC(C1)(F)F